[2H]C1(C(C(N(C(C1([2H])[2H])([2H])[2H])[2H])([2H])[2H])([2H])[2H])[2H] piperidine-d11